NC(C(C1=CC=CC=C1)SC1=C(C(=C(C(=N1)N1CCC(CC1)NC(C(C)(C)NC(OC(C)(C)C)=O)=O)C#N)C1CC1)C#N)=O tert-Butyl (1-((1-(6-((2-amino-2-oxo-1-phenylethyl)thio)-3,5-dicyano-4-cyclopropyl pyridin-2-yl)piperidin-4-yl)amino)-2-methyl-1-oxopropan-2-yl)carbamate